4-phenylpiperidine-4-carbonitrile monohydrochloride Cl.C1(=CC=CC=C1)C1(CCNCC1)C#N